4-acetyl-7-methoxyisoquinolin-1(2H)-one C(C)(=O)C1=CNC(C2=CC(=CC=C12)OC)=O